dodecyl-naphthalenesulphonic acid C(CCCCCCCCCCC)C1=C(C2=CC=CC=C2C=C1)S(=O)(=O)O